Chloro-1,2-phenylene diacrylate C(C=C)(=O)OC1=C(C(=CC=C1)Cl)OC(C=C)=O